4-((7-(4-(4-amino-3-(4-phenoxyphenyl)-1H-pyrazolo[3,4-d]pyrimidin-1-yl)piperidin-1-yl)-7-oxoheptyl)thio)-2-(2,6-dioxopiperidin-3-yl)isoindoline-1,3-dione NC1=C2C(=NC=N1)N(N=C2C2=CC=C(C=C2)OC2=CC=CC=C2)C2CCN(CC2)C(CCCCCCSC2=C1C(N(C(C1=CC=C2)=O)C2C(NC(CC2)=O)=O)=O)=O